(E)-N-(3,5-dichlorobenzenesulfonyl)-3-(3-phenethyl-1-phenyl-1H-pyrazol-4-yl)acrylamide ClC=1C=C(C=C(C1)Cl)S(=O)(=O)NC(\C=C\C=1C(=NN(C1)C1=CC=CC=C1)CCC1=CC=CC=C1)=O